C(C)C(CCC(=O)C=1C(NN=NC1CCCCCC)=O)CC diethyl-hexyl-butyryl-triazinone